ClC=1C(=NN(C1NC(=O)N[C@@H]1CN(C[C@H]1C1=CC(=CC(=C1)F)F)CCOC)C1=CC=CC=C1)C 1-(4-chloro-3-methyl-1-phenyl-1H-pyrazol-5-yl)-3-((3s,4r)-4-(3,5-difluorophenyl)-1-(2-methoxyethyl)pyrrolidin-3-yl)urea